C(C)OC1=NC=CC=C1C1=NC=2C(N(CC3(C(CN(CC3)C3=C(C(=CC=C3)OC)C(F)(F)F)CC)C2C=C1)C1CNCC1)=O 2-(2-ethoxypyridin-3-yl)-3'-ethyl-1'-[3-methoxy-2-(trifluoromethyl)phenyl]-7-(pyrrolidin-3-yl)-6,7-dihydro-8H-spiro[1,7-naphthyridine-5,4'-piperidin]-8-one